C(C)C=1C(=CC=C2C=C(C=C(C12)C1=C(C=2N=C(N=C(C2C=N1)N(CCC(=O)OC)C)OC[C@]12CCCN2C[C@@H](C1)F)F)O)F methyl 3-((7-(8-ethyl-7-fluoro-3-hydroxynaphthalen-1-yl)-8-fluoro-2-(((2R,7aS)-2-fluorotetrahydro-1H-pyrrolizin-7a(5H)-yl)methoxy)pyrido[4,3-d]pyrimidin-4-yl)(methyl)amino)propanoate